ClC=1C=C(C=CC1CN1CC2=CC=C(C=C2C1)O)NC(C1=CC(=C(C=C1)C)C#CC1=CN=C2N1N=CC=C2)=O N-(3-chloro-4-((5-hydroxyisoindolin-2-yl)methyl)phenyl)-3-(imidazo[1,2-b]pyridazin-3-ylethynyl)-4-methylbenzamide